N-octadecyl-2-(3-methoxy-4-hydroxyphenyl)-3,5,7-trihydroxyquinolin-4-one C(CCCCCCCCCCCCCCCCC)N1C(=C(C(C2=C(C=C(C=C12)O)O)=O)O)C1=CC(=C(C=C1)O)OC